N-benzyl-2,6-dichloro-N-methyl-9H-purine-9-sulfonamide C(C1=CC=CC=C1)N(S(=O)(=O)N1C2=NC(=NC(=C2N=C1)Cl)Cl)C